C(=O)O.C(=O)O.CN1N=CC(=C1)C1=CC2=C(N[C@H](CN2)[C@H](NCCC=2C=NC(=CC2)C)C2=CC=CC=C2)N=C1 N-((R)-((R)-7-(1-methyl-1H-pyrazol-4-yl)-1,2,3,4-tetrahydropyrido[2,3-b]pyrazin-3-yl)(phenyl)methyl)-2-(6-methylpyridin-3-yl)ethanamine diformate